FC1=CC=C(C(=N1)C)NCCC(=O)NC=1C=NN(C1)CC(=O)N(CCOC=1C=NN(C1)C)C 3-[(6-fluoro-2-methyl-3-pyridyl)amino]-N-[1-[2-[methyl-[2-(1-methylpyrazol-4-yl)oxyethyl]amino]-2-oxo-ethyl]pyrazol-4-yl]propanamide